8-trifluoromethyl-N-phenyl-[1,2,4]triazolo[4,3-a]pyridin-3-amine FC(C=1C=2N(C=CC1)C(=NN2)NC2=CC=CC=C2)(F)F